ClC=1C=C(C=C(C1)Cl)NC1=NC2=CC(=C(C=C2C(N1)=O)OC)OC 2-((3,5-dichlorophenyl)amino)-6,7-dimethoxyquinazolin-4(3H)-one